FS(=N)F.[K].COC1=CC=C(COCC(=O)NN)C=C1 2-((4-methoxybenzyl)oxy)acethydrazide potassium difluorosulfimide salt